(2'-methylamino-1,1'-biphenyl-2-yl)methanesulfonic acid palladium (II) [Pd+2].CNC1=C(C=CC=C1)C1=C(C=CC=C1)CS(=O)(=O)O